(1s,3s)-3-(3-(2-(2-formyl-3-hydroxy-5-methoxyphenoxy)acetamido)-1H-pyrazol-5-yl)cyclobutyl pyrrolidine-1-carboxylate N1(CCCC1)C(=O)OC1CC(C1)C1=CC(=NN1)NC(COC1=C(C(=CC(=C1)OC)O)C=O)=O